BrC1=C2C(=NC(=C1)Cl)C(=NN2COCC[Si](C)(C)C)[N+](=O)[O-] D-7-bromo-5-chloro-3-nitro-1-((2-(trimethylsilyl)ethoxy)methyl)-1H-pyrazolo[4,3-b]pyridine